FC1=CC=C2C(C(NC2=C1F)=O)(C1=CC=C(C=C1)O)C1=CC(=CC=2OCOCC21)F 6,7-difluoro-3-(7-fluorobenzo[d][1,3]dioxan-5-yl)-3-(4-hydroxyphenyl)indol-2-one